5-{2-amino-[1,2,4]triazolo[1,5-a]pyridin-7-yl}-N-{[2-(cyclopropylmethoxy)-3,5-difluorophenyl]methyl}-2,6-dimethylpyridine-3-carboxamide NC1=NN2C(C=C(C=C2)C=2C=C(C(=NC2C)C)C(=O)NCC2=C(C(=CC(=C2)F)F)OCC2CC2)=N1